2-(4-(2-Aminoethyl)-1H-imidazol-1-yl)-N-phenethyl-7,8-dihydro-5H-pyrano[4,3-d]pyrimidin-4-amine NCCC=1N=CN(C1)C=1N=C(C2=C(N1)CCOC2)NCCC2=CC=CC=C2